methyl 2-[4-[1-[6-(5-cyclopropyl-4H-1,2,4-triazol-3-yl)-2-azaspiro[3.3]heptane-2-carbonyl]azetidin-3-yl]phenyl]benzoate C1(CC1)C=1NC(=NN1)C1CC2(CN(C2)C(=O)N2CC(C2)C2=CC=C(C=C2)C2=C(C(=O)OC)C=CC=C2)C1